N1(N=CC=C1)CC=1C(=NC(=CC1)Cl)C(F)F 3-((1H-pyrazol-1-yl)methyl)-6-chloro-2-(difluoromethyl)pyridine